N-{[6-(2,5-dimethylphenoxy)pyridin-3-yl]methyl}-2-acetamido-1,3-thiazole CC1=C(OC2=CC=C(C=N2)CN2C(SC=C2)NC(C)=O)C=C(C=C1)C